ClC=1C(NN=CC1N1C[C@@H](CC1)OC1=NC(=CC(=C1)C=1C(=NN(C1C)CC(F)F)C)F)=O (R)-4-chloro-5-(3-((4-(1-(2,2-difluoroethyl)-3,5-dimethyl-1H-pyrazol-4-yl)-6-fluoropyridin-2-yl)oxy)pyrrolidin-1-yl)pyridazin-3(2H)-one